4-(2,5-difluoro-4-(5-(trifluoromethyl)-1,2,4-oxadiazol-3-yl)phenyl)-5-phenylmorpholin-3-one FC1=C(C=C(C(=C1)C1=NOC(=N1)C(F)(F)F)F)N1C(COCC1C1=CC=CC=C1)=O